4-(1-cyclopropyl-2-oxo-5-phenyl-1,2-dihydropyridin-4-yl)-2-(2,6-dimethylpyridin-4-yl)-6-methyl-1,6-dihydro-7H-pyrrolo[2,3-c]pyridin-7-one C1(CC1)N1C(C=C(C(=C1)C1=CC=CC=C1)C=1C2=C(C(N(C1)C)=O)NC(=C2)C2=CC(=NC(=C2)C)C)=O